trans-5-(2-(3,4-difluoro-5-methoxyphenyl)cyclopropyl)-2-(3-fluoropyridin-2-yl)pyrimidine FC=1C=C(C=C(C1F)OC)[C@H]1[C@@H](C1)C=1C=NC(=NC1)C1=NC=CC=C1F